bromo-2-oxopentanoic acid ethyl ester C(C)OC(C(C(CC)Br)=O)=O